4-((6-chloro-[1,1'-biphenyl]-2-yl)amino)-2-fluoronicotinic acid ClC1=CC=CC(=C1C1=CC=CC=C1)NC1=CC=NC(=C1C(=O)O)F